N,N'-(3,6-bis(8-(4-cyanophenyl)naphthalen-1-yl)-1,2-phenylene)bis(2,2-dimethylpropanamide) C(#N)C1=CC=C(C=C1)C=1C=CC=C2C=CC=C(C12)C=1C(=C(C(=CC1)C1=CC=CC2=CC=CC(=C12)C1=CC=C(C=C1)C#N)NC(C(C)(C)C)=O)NC(C(C)(C)C)=O